4-{2-[2-(prop-2-yn-1-yloxy)ethoxy]ethoxy}benzaldehyde C(C#C)OCCOCCOC1=CC=C(C=O)C=C1